FC1=C(CNC([C@H](C)NC(=O)N(NC(=O)OC(C)(C)C)CC(=O)N2[C@H](CCCC2)C)=O)C=CC(=C1)F tert-butyl 2-(((S)-1-((2,4-difluorobenzyl)amino)-1-oxopropan-2-yl)carbamoyl)-2-(2-((S)-2-methylpiperidin-1-yl)-2-oxoethyl)hydrazine-1-carboxylate